ClC=1C=C(C=C(C1)C)C=1N=NC2=CC=C(C=C2C1N1CCC(CC1)NC1COC1)C=1C(=C(C#N)C=C(C1)F)O 3-[3-(3-chloro-5-methylphenyl)-4-{4-[(oxetan-3-yl)amino]piperidin-1-yl}cinnolin-6-yl]-5-fluoro-2-hydroxybenzonitrile